C(C)(C)(C)OC(=O)N1C[C@@H](CCC1)NC1=C2C(=C(N=N1)C1=C(C=C(C=C1)OC(F)F)OCOC)COCC2 (3R)-3-({4-[4-(difluoromethoxy)-2-(methoxymethoxy)phenyl]-7,8-dihydro-5H-pyrano[3,4-d]pyridazin-1-yl}amino)piperidine-1-carboxylic acid tert-butyl ester